OCCCCCNC1=C(C(C(=O)OC)=CC=C1)C(=O)OC Dimethyl 3-((5-hydroxypentyl)amino)phthalate